CC1=C2C(=CC(=C1C(=O)O)O)C(=O)C3=C(C2=O)C(=CC(=C3O)O)O The molecule is a tetrahydroxyanthraquinone that is that is 3,5,6,8-tetrahydroxy-9,10-anthraquinone substituted by methyl and carboxy groups at positions 1 and 2 respectively. It is a natural dye isolated from the insect species Kermes ilices. It has a role as an animal metabolite and a dye. It is a tetrahydroxyanthraquinone and a monocarboxylic acid. It is a conjugate acid of a kermesate.